dit-butylstyrene C(C)(C)(C)C(=CC1=CC=CC=C1)C(C)(C)C